C1(CC1)CNC1=CC(=C2C(NC(=NC2=C1)CSC1CCN(CC1)C1COC1)=O)F 7-((cyclopropylmethyl)amino)-5-fluoro-2-(((1-(oxetan-3-yl)piperidin-4-yl)thio)methyl)quinazolin-4(3H)-one